tert-butyl (S)-4-((4-(2-(mesitylsulfonyl)hydrazono)-2-(4-(methoxycarbonyl)phenyl)piperidin-1-yl)methyl)-5-methoxy-7-methyl-1H-indole-1-carboxylate C1(=C(C(=CC(=C1)C)C)S(=O)(=O)NN=C1C[C@H](N(CC1)CC1=C2C=CN(C2=C(C=C1OC)C)C(=O)OC(C)(C)C)C1=CC=C(C=C1)C(=O)OC)C